FC1=C(C=C(C#N)C=C1)C=1NC2=CC3=C(C(=C2C(C1)=O)F)C=NN3C 4-Fluoro-3-(4-fluoro-1-methyl-5-oxo-5,8-dihydro-1H-pyrazolo[4,3-g]quinolin-7-yl)benzonitrile